C[C@H]1[C@H]([C@H]([C@@H]([C@@H](O1)O[C@@H]2[C@H]([C@H]([C@H](O[C@H]2O[C@@H]3[C@H](OC([C@@H]([C@H]3O)NC(=O)C)O[C@H]4[C@H]([C@H](OC([C@@H]4O)O)CO)O)CO)CO)O)O)O)O)O The molecule is a linear amino tetrasaccharide comprising D-galactose at the reducing end having an alpha-L-fucosyl-(1->2)-beta-D-galactosyl-(1->4)-N-acetyl-D-glucosaminyl group attached at the 3-position. It is a glucosamine oligosaccharide and an amino tetrasaccharide.